ClC=1C=CC2=C(N(CC(O2)C(=O)NC23C[C@@H](C(CC2)(CC3)NC(COC3=CC(=C(C=C3)Cl)F)=O)O)C)C1 6-chloro-N-{(3S)-4-[2-(4-chloro-3-fluorophenoxy)acetamido]-3-hydroxybicyclo[2.2.2]oct-1-yl}-4-methyl-3,4-dihydro-2H-1,4-benzoxazine-2-carboxamide